tert-Butyl 2-((((9H-fluoren-9-yl)methoxy) carbonyl)(methyl)amino)-3-(3-chlorophenyl)propanoate C1=CC=CC=2C3=CC=CC=C3C(C12)COC(=O)N(C(C(=O)OC(C)(C)C)CC1=CC(=CC=C1)Cl)C